C1(CCCCC1)COP1(OC[C@@H]2[C@@H](O1)C[C@@H](O2)N2C(NC(C(=C2)F)=O)=O)=O 1-((4AR,6R,7aS)-2-(cyclohexylmethoxy)-2-oxo-tetrahydro-4H-furo[3,2-d][1,3,2]dioxaphosphorin-6-yl)-5-fluoropyrimidine-2,4(1H,3H)-dione